ditoluyl-tartaric acid C1(=C(C=CC=C1)C(C(C(=O)O)(O)C1=C(C=CC=C1)C)(O)C(=O)O)C